CC=1N=CC(=NC1)[C@@H](C)NC(C1=CC(=CC(=C1)OC1CCOCC1)C=1SC(=CN1)C)=O N-[(1R)-1-(5-Methylpyrazin-2-yl)ethyl]-3-(5-methyl-1,3-thiazol-2-yl)-5-(tetrahydro-2H-pyran-4-yloxy)benzamide